ClC1=CC=C(COC2=CC=CC=N2)C=C1 6-((4-Chlorobenzyl)oxy)pyridin